5-(2-amino-3-((2-methoxyphenyl)ethynyl)pyridin-4-yl)-1H-indazol-3-amine NC1=NC=CC(=C1C#CC1=C(C=CC=C1)OC)C=1C=C2C(=NNC2=CC1)N